2-[4-(2-iodophenyl)butyl]-2,3-dihydro-1H-isoindole-1,3-dione IC1=C(C=CC=C1)CCCCN1C(C2=CC=CC=C2C1=O)=O